CN(C1=CC=C(C=C1)C1(OC(=O)C2=CC=CC=C12)C1=C(N(C2=CC=CC=C12)C)C)C 3-(p-dimethylaminophenyl)-3-(1,2-dimethylindol-3-yl)phthalide